ClC1=NC(=CC=C1C(=O)NS(=O)(=O)C1=NN(C=C1)CCC[C@H]1CC(N(C1)C(=O)OC(C)(C)C)(C)C)C1=CC(=CC(=C1)OCC(C)C)F tert-Butyl (4S)-4-[3-[3-[[2-chloro-6-(3-fluoro-5-isobutoxy-phenyl) pyridine-3-carbonyl]sulfamoyl]pyrazol-1-yl]propyl]-2,2-dimethyl-pyrrolidine-1-carboxylate